IC1=CC(=NC(=C1)N1CCOCC1)NC1CCOCC1 4-iodo-6-(morpholin-4-yl)-N-(oxacyclohex-4-yl)pyridin-2-amine